CC1=C(C(=CC=C1)C)C1=NC(=NC(=C1)N1CC(CCC1)C1=CC(=CC=C1)O)NS(=O)(=O)C=1C=NN(C1)C N-[4-(2,6-Dimethylphenyl)-6-[3-(3-hydroxyphenyl)-1-piperidyl]pyrimidin-2-yl]-1-methyl-pyrazole-4-sulfonamide